CS(=O)(=O)OCCOCCOCCOCCOCCCC1=CC=CC=2N(C(N(C21)C)=O)C2C(NC(CC2)=O)=O 2-[2-[2-[3-[1-(2,6-Dioxo-3-piperidyl)-3-methyl-2-oxo-benzimidazol-4-yl]propoxy]ethoxyl ethoxy]ethoxy]ethyl methanesulfonate